COC(=O)C=1C(=CC2=CC=CC=C2C1)N methyl-2-amino-3-naphthoate